COC1=C(CNC2=CC=C3C(=N2)CC(OC3=O)(C)C)C=CC(=C1)OC 2-((2,4-dimethoxybenzyl)amino)-7,7-dimethyl-7,8-dihydro-5H-pyrano[4,3-b]pyridin-5-one